3-((3S,4S)-4-(4-amino-3-(4-phenoxyphenyl)-1H-pyrazolo[3,4-d]pyrimidin-1-yl)-3-fluoro-[1,4'-bipiperidin]-1'-yl)azetidine-1-carboxylate NC1=C2C(=NC=N1)N(N=C2C2=CC=C(C=C2)OC2=CC=CC=C2)[C@@H]2[C@H](CN(CC2)C2CCN(CC2)C2CN(C2)C(=O)[O-])F